prop-2-enyl (3S)-3-[[(2S)-2-cyclopentyl-2-[[(2S)-2-(9H-fluoren-9-ylmethoxycarbonylamino)propanoyl]-methylamino]acetyl]-methylamino]-4-(dimethylamino)-4-oxobutanoate C1(CCCC1)[C@@H](C(=O)N([C@@H](CC(=O)OCC=C)C(=O)N(C)C)C)N(C)C([C@H](C)NC(=O)OCC1C2=CC=CC=C2C=2C=CC=CC12)=O